[C@H]12CN(C[C@H](CC1)N2)C2=NC(=NC1=C(C(=CC=C21)C2=CC(=CC1=C2C(CO1)CC)O)F)OC[C@]12CCCN2C[C@@H](C1)F 4-(4-((1R,5S)-3,8-diazabicyclo[3.2.1]octan-3-yl)-8-fluoro-2-(((2R,7aS)-2-fluorotetrahydro-1H-pyrrolizin-7a(5H)-yl)methoxy)quinazolin-7-yl)-3-ethyl-2,3-dihydrobenzofuran-6-ol